COC1=CC=C(C=C1)C=1OC(C(N1)=CC=1SC=CC1)=O 2-(4-methoxyphenyl)-4-(thiophen-2-ylmethylene)oxazol-5(4H)-one